N2-(5,7-difluoro-1H-indol-3-yl)-N1-ethyl-5-(trifluoromethyl)-1H-benzo[d]imidazole-1,2-diamine FC=1C=C2C(=CNC2=C(C1)F)NC1=NC2=C(N1NCC)C=CC(=C2)C(F)(F)F